COC=1C=2N(N=C(C1)C=1N=C3N(C(C1)=O)C=C(S3)[C@]3([C@H](CNCC3)F)F)C=C(N2)C |r| 7-(8-methoxy-2-methyl-imidazo[1,2-b]pyridazin-6-yl)-2-[rac-(3S,4S)-3,4-difluoro-4-piperidyl]thiazolo[3,2-a]pyrimidin-5-one